C1N(CCC2NN3C(C=CCCC3)=C21)C(=O)[O-] hexahydro-1H-pyrido[4',3':3,4]pyrazolo[1,5-a]azepine-2(7H)-carboxylate